2-[4-[5-[tert-butyl(dimethyl)silyl]oxy-1-tetrahydropyran-2-yl-indazol-3-yl]-1-methyl-imidazol-2-yl]ethyl N-[(3S)-3-hydroxybutyl]carbamate O[C@H](CCNC(OCCC=1N(C=C(N1)C1=NN(C2=CC=C(C=C12)O[Si](C)(C)C(C)(C)C)C1OCCCC1)C)=O)C